1-(3-(benzyloxy)-5-(piperidine-1-carbonyl)isoquinoline-7-carbonyl)-4-phenylpiperidine-4-carbonitrile C(C1=CC=CC=C1)OC=1N=CC2=CC(=CC(=C2C1)C(=O)N1CCCCC1)C(=O)N1CCC(CC1)(C#N)C1=CC=CC=C1